2-chloro-4-(3-fluoro-4-(2-methoxyethoxy)phenyl)-5-neopentylthiazole ClC=1SC(=C(N1)C1=CC(=C(C=C1)OCCOC)F)CC(C)(C)C